[Co].[Mn].[Ni].[Li].C1(CC1)N([C@H]1CN(CCC1)C(=O)N)C(NCC1=NOC(=C1)C1=CC(=CC=C1)OC(F)(F)F)=O (3R)-3-{1-cyclopropyl[({5-[3-(trifluoromethoxy)phenyl]-1,2-oxazol-3-yl}methyl)carbamoyl]amino}piperidine-1-carboxamide lithium-Nickel-manganese-cobalt